Methyl 2-benzyl-7-(naphthalen-1-ylmethyl)-5-oxo-8-(3-(trifluoromethyl)phenyl)-5H-thiazolo[3,2-a]pyridine-3-carboxylate C(C1=CC=CC=C1)C1=C(N2C(=C(C(=CC2=O)CC2=CC=CC3=CC=CC=C23)C2=CC(=CC=C2)C(F)(F)F)S1)C(=O)OC